C[SiH3] Methylsilane